BrC=1C2=C(C(=NC1)SC)CN(C2=O)CC2=C(C=C(C=C2)OC)OC 7-bromo-2-(2,4-dimethoxybenzyl)-4-(methylthio)-2,3-dihydro-1H-pyrrolo[3,4-c]pyridin-1-one